N-phenyl-5,10-dihydroindeno[1,2-b]indole C1(=CC=CC=C1)N1C2=C(C=3C=CC=CC13)CC1=CC=CC=C12